C\C=C\CC (2E)-2-pentene